FC1=CC(=NC=C1F)O[C@@H]1C(CN(C1)C=1C=2N(N=C(C1)C=1C(NC(NC1)=O)=O)C=CN2)(F)F (S)-5-(8-(4-((4,5-difluoropyridin-2-yl)oxy)-3,3-difluoropyrrolidin-1-yl)imidazo[1,2-b]pyridazin-6-yl)pyrimidine-2,4(1H,3H)-dione